C(C)(C)(C)C1=C(C(C(=O)O)=CC(=C1)C(C)(C)C)O 3,5-bis(t-butyl)salicylic acid